OCCN1CCN(CC1)CCS(=O)(=O)O 4-(2-hydroxylethyl)-1-piperazineethanesulfonic acid